(4-methylphenyl)-2-(3,4,5-trimethoxyphenyl)ethane CC1=CC=C(C=C1)CCC1=CC(=C(C(=C1)OC)OC)OC